(2-methylpyrimidin-5-yl)amine CC1=NC=C(C=N1)N